N-(3-(1,3-diamino-3-oxopropyl)-4-fluorophenyl)-2-(4-fluoro-2-methylphenoxy)-5-(trifluoromethyl)benzamide NC(CC(=O)N)C=1C=C(C=CC1F)NC(C1=C(C=CC(=C1)C(F)(F)F)OC1=C(C=C(C=C1)F)C)=O